3,8-bis(benzyloxy)-9-cyclopropyl-2-methyl-spiro[benzo[c]chromene-6,1'-cyclobutane] C(C1=CC=CC=C1)OC1=C(C=C2C3=C(C=C(C(=C3)C3CC3)OCC3=CC=CC=C3)C3(CCC3)OC2=C1)C